2-((3aR,5r,6aS)-5-benzyl-5-hydroxyhexahydrocyclopenta[c]pyrrol-2(1H)-yl)-1-(3'-methoxy-[1,1'-biphenyl]-4-yl)ethanone C(C1=CC=CC=C1)C1(C[C@@H]2[C@@H](CN(C2)CC(=O)C2=CC=C(C=C2)C2=CC(=CC=C2)OC)C1)O